C(#N)C1=CNC2=C(C=CC(=C12)C)NS(=O)(=O)C=1SC=C(N1)C(=O)N1CCOCC1 N-(3-cyano-4-methyl-1H-indol-7-yl)-4-(morpholine-4-carbonyl)thiazole-2-sulfonamide